OCCNS(=O)(=O)C1=CC(=C(C(=O)NC2=NC(=NC=C2)OCCC(F)(F)F)C=C1)N1CCC2(CC2)CC1 4-(N-(2-Hydroxyethyl)sulfamoyl)-2-(6-azaspiro[2.5]octan-6-yl)-N-(2-(3,3,3-trifluoropropoxy)pyrimidin-4-yl)benzamide